(3S)-5,6-dichloro-1'-[(1s,3s)-3-hydroxy-3-(hydroxymethyl)cyclobutanecarbonyl]-1H-spiro[indole-3,3'-pyrrolidin]-2-one ClC=1C=C2C(=CC1Cl)NC([C@]21CN(CC1)C(=O)C1CC(C1)(CO)O)=O